6-(5-Chloropyridyl)-8-(1-methyl-1H-pyrazol-4-yl)-[1,2,4]triazolo[1,5-a]pyrazin-2-amine ClC=1C=CC(=NC1)C=1N=C(C=2N(C1)N=C(N2)N)C=2C=NN(C2)C